C(CC=C)C1(C(CCC1)=O)C(=O)OCC ethyl 1-(but-3-en-1-yl)-2-oxocyclopentane-1-carboxylate